3-{1-[4-(7H-pyrrolo[2,3-d]-pyrimidin-4-yl)-1H-pyrazol-1-yl]but-3-en-1-yl}benzonitrile trifluoroacetate FC(C(=O)O)(F)F.N1=CN=C(C2=C1NC=C2)C=2C=NN(C2)C(CC=C)C=2C=C(C#N)C=CC2